FC(CCN1C[C@H]([C@@H](C1)C1=CC=CC=C1)NC(=O)NC1=C2C(=NN1C1=CC=CC=C1)CCC2)(C(F)(F)F)F 1-((trans)-1-(3,3,4,4,4-pentafluorobutyl)-4-phenylpyrrolidin-3-yl)-3-(2-phenyl-2,4,5,6-tetrahydrocyclopenta[c]pyrazol-3-yl)urea